(1S,2S)-2-fluoro-N-(6-(6-fluoro-7-(1-hydroxypropan-2-yl)-5-(trifluoromethyl)-1H-indazol-4-yl)imidazo[1,2-a]pyrazin-2-yl)cyclopropane-1-carboxamide F[C@@H]1[C@@H](C1)C(=O)NC=1N=C2N(C=C(N=C2)C2=C3C=NNC3=C(C(=C2C(F)(F)F)F)C(CO)C)C1